CC1=NN=C2N1C=C(C=C2)C2=CNC=1N=C(N=CC12)NC1CCC(CC1)OCCO 2-(((1s,4s)-4-((5-(3-methyl-[1,2,4]triazolo[4,3-a]pyridin-6-yl)-7H-pyrrolo[2,3-d]pyrimidin-2-yl)amino)cyclohexyl)oxy)ethan-1-ol